COC=1C(=C(C2=C(N=C(O2)C)C1)C)B1OC(C(O1)(C)C)(C)C 5-methoxy-2,7-dimethyl-6-(4,4,5,5-tetramethyl-1,3,2-dioxaborolan-2-yl)-1,3-benzoxazole